4-fluoro-1-[(oxetan-2-yl)methyl]-1H-1,3-benzodiazole-6-carboxylic acid FC1=CC(=CC=2N(C=NC21)CC2OCC2)C(=O)O